(1-oxo-5-(((cis)-2-(3-(5-(trifluoromethyl)pyrimidin-2-yl)azetidin-1-yl)cyclohexyl)oxy)isoindolin-2-yl)piperidine-2,6-dione O=C1N(CC2=CC(=CC=C12)O[C@H]1[C@H](CCCC1)N1CC(C1)C1=NC=C(C=N1)C(F)(F)F)N1C(CCCC1=O)=O